(R)-4-((R,E)-2-((tert-butoxycarbonyl)imino)-4-ethyl-4-(4-hydroxybutyl)-6-oxotetrahydropyrimidin-1(2H)-yl)chromane-6-carboxylic acid methyl ester COC(=O)C=1C=C2[C@@H](CCOC2=CC1)N1/C(/N[C@@](CC1=O)(CCCCO)CC)=N/C(=O)OC(C)(C)C